ClC=1C(=NC(=NC1)NC1=CC=NC=C1)NC1=C(C=CC=C1)C 5-chloro-N2-(pyridin-4-yl)-N4-(o-tolyl)pyrimidine-2,4-diamine